BrC=1C(=CC=C2C=NC(=NC12)NC1CCN(CC1)S(=O)(=O)C)F 8-bromo-7-fluoro-N-(1-(methylsulfonyl)piperidin-4-yl)quinazolin-2-amine